CC1(O[C@H]([C@@H](O1)CNS([O-])(=O)=O)C1=CSC=C1)C ((4S,5S)-2,2-dimethyl-5-(thiophen-3-yl)-1,3-dioxolan-4-yl)methylsulfamate